F[P-](F)(F)(F)(F)F.OC1=C(C(=O)N2CC3=CC=C(C=C3C2)OCCC[P+](C2=CC=CC=C2)(C2=CC=CC=C2)C2=CC=CC=C2)C=C(C=C1)C(=O)N1CC2=CC=CC(=C2C1)OC (3-((2-(2-Hydroxy-5-(4-methoxyisoindoline-2-carbonyl)benzoyl)isoindolin-5-yl)oxy)propyl)triphenylphosphonium hexafluorophosphate